COC(C1=CC(=CC(=C1)OC[C@H]1COCC1)C=1SC(=CN1)C)=O 3-(5-methyl-1,3-thiazol-2-yl)-5-[[(3R)-tetrahydrofuran-3-yl]methoxy]benzoic acid methyl ester